ClC1(C(C(=O)C2C(CCCC2=O)=O)C=CC(=C1)S(=O)(=O)C)[N+](=O)[O-] 2-[2-chloro-4-(methylsulfonyl)-2-nitrobenzoyl]-1,3-cyclohexanedione